BrCC\C=C/CCCCCCCC(OCCC)OCCC (3Z)-1-bromo-12,12-dipropoxy-3-dodecene